ethyl (S)-2-aminopentanoate hydrochloride Cl.N[C@H](C(=O)OCC)CCC